methyl 3-acetylamino-4,5-dichlorothiophene-2-carboxylate C(C)(=O)NC1=C(SC(=C1Cl)Cl)C(=O)OC